BrC1=CC2=C(NC(=N2)CC2=CC=C(C=C2)S(=O)(=O)CC2CC2)C=C1Cl 5-bromo-6-chloro-2-(4-((cyclopropylmethyl)sulfonyl)benzyl)-1H-benzo[d]imidazole